CC(=O)N[C@@H]1[C@H]([C@H]([C@H](O[C@@H]1O[C@H]2[C@H](O[C@@H]([C@@H]([C@H]2O)NC(=O)C)O[C@H]3[C@H](O[C@@H]([C@@H]([C@H]3O)NC(=O)C)O[C@H]4[C@H](O[C@@H]([C@@H]([C@H]4O)NC(=O)C)OCCCNC(=O)CCOCCOCCOCCOCCOCCOCCNC(=O)CCCC[C@H]5[C@@H]6[C@H](CS5)NC(=O)N6)CO)CO)CO)CO)O)O The molecule is a tetrasaccharide derivative in which N-acetyl-alpha-D-galactosaminyl-(1->4)-N-acetyl-alpha-D-galactosaminyl-(1->4)-N-acetyl-alpha-D-galactosaminyl-(1->4)-N-acetyl-alpha-D-galactosamine is linked glycosidically to biotin via a (21-oxo-3,6,9,12,15,18-hexaoxa-22-azapentacosan-1-yl)amino spacer. One of a set of synthesised biotinylated oligo-alpha-(1->4)-D-galactosamines comprising from two to six monosaccharide units, along with their N-acetylated derivatives (PMID:31913631), aimed at analysing the specificity of the antibody responses to a complex exopolysaccharide galactosaminogalactan found in Aspergillus fumigatus, the most important airborne human fungal pathogen in industrialized countries. It is a member of biotins and a tetrasaccharide derivative.